tert-Butyl 3-(2-(dimethylamino)-2-oxoethyl)-5-(methoxy-d3)-1H-indole-1-carboxylate CN(C(CC1=CN(C2=CC=C(C=C12)OC([2H])([2H])[2H])C(=O)OC(C)(C)C)=O)C